Tert-butyl-2-methylpyrimidine-4-carbonyl chloride C(C)(C)(C)C=1C(=NC(=NC1)C)C(=O)Cl